((ethane-1,2-diylbis(azanetriyl))tetrakis(ethane-2,1-diyl))tetrakis(4-methylbenzenesulfonamide) C(CN(CCC1=C(C=CC(=C1)C)S(=O)(=O)N)CCC1=C(C=CC(=C1)C)S(=O)(=O)N)N(CCC1=C(C=CC(=C1)C)S(=O)(=O)N)CCC1=C(C=CC(=C1)C)S(=O)(=O)N